ethyl [(4-bromo-3-cyano-7-fluorobenzo[b]thiophen-2-yl)amino]formate BrC1=CC=C(C=2SC(=C(C21)C#N)NC(=O)OCC)F